IC=1C=C2C(=CC=NC2=CC1)NC1=CC(=CC(=C1)OC)C=1C=NOC1 6-Iodo-N-(3-(isoxazol-4-yl)-5-methoxyphenyl)quinolin-4-amine